trihydroxypalmitoylamide OC(CCCCCCCCCCCCCCC(=O)[NH-])(O)O